CC1=CC=C(C=C1)S(=O)(=O)OCC1CC2=C(C(=NC(=C2F)C)Cl)C1 (1-Chloro-4-fluoro-3-methyl-6,7-dihydro-5H-cyclopenta[c]pyridin-6-yl)methyl 4-methylbenzenesulfonate